OC=1C=CC=C2CCCC(C12)=O 8-hydroxy-3,4-dihydronaphthalen-1(2H)-one